ClC1=NC(=CC(=C1)C=1C(=NN2C1N=C(C=C2)C(=O)NC[C@H](CO)O)C2=CC(=CC=C2)C#N)C 3-(2-Chloro-6-methyl-4-pyridyl)-2-(3-cyanophenyl)-N-[(2R)-2,3-dihydroxypropyl]pyrazolo[1,5-a]pyrimidine-5-carboxamide